ClC1=CC(=NC=N1)C1=CC=2N(C=C1)C=CN2 7-(6-Chloropyrimidin-4-yl)imidazo[1,2-a]Pyridine